21-acetoxy-20-methylpregna-4,6-dien-3-one C(C)(=O)OCC([C@H]1CC[C@H]2[C@@H]3C=CC4=CC(CC[C@]4(C)[C@H]3CC[C@]12C)=O)C